NC[C@@]1([C@@H]2CCN(C[C@H]12)C1=CN=C2C(=N1)NN=C2C2=C1CCC(NC1=CC=C2)=O)C2=C(C=CC(=C2)F)F 5-(6-((1S,6R,7R)-7-(aminomethyl)-7-(2,5-difluorophenyl)-3-azabicyclo[4.1.0]heptan-3-yl)-1H-pyrazolo[3,4-b]pyrazin-3-yl)-3,4-dihydroquinolin-2(1H)-one